C1(CC1)NC(C([C@H](CCC(C)(F)F)NC(=O)[C@H]1[C@@H]2CC[C@@H]2CN1C([C@H](C(C)(C)C)NC(OC)=O)=O)=O)=O Methyl ((S)-1-((1R,2R,5S)-2-(((S)-1-(cyclopropylamino)-6,6-difluoro-1,2-dioxoheptan-3-yl)carbamoyl)-3-azabicyclo[3.2.0]heptan-3-yl)-3,3-dimethyl-1-oxobutan-2-yl)carbamate